FC1(N(CC(CC1)N1N=CC(=C1C)NC1=NC=C(C(=N1)NC)C(F)(F)F)F)F trifluoro-5-(5-methyl-4-(4-(methylamino)-5-(trifluoromethyl)pyrimidin-2-ylamino)-1H-pyrazol-1-yl)piperidin